1-[3-amino-6-(4-{[3-(diethylamino)propyl]oxy}-3,5-dimethylphenyl)pyrazin-2-yl]pyrazole-4-carboxamide NC=1C(=NC(=CN1)C1=CC(=C(C(=C1)C)OCCCN(CC)CC)C)N1N=CC(=C1)C(=O)N